racemic-tert-butyl N-(8,9-difluoro-6-methoxy-2,4-dihydro-1H-pyrano[3,4-c]isoquinolin-1-yl)-N-methyl-carbamate FC=1C(=CC=2C3=C(N=C(C2C1)OC)COC[C@@H]3N(C(OC(C)(C)C)=O)C)F |r|